2-((tert-butyldimethylsilyl)oxy)benzyl alcohol [Si](C)(C)(C(C)(C)C)OC1=C(CO)C=CC=C1